2-((1-methyl-1H-pyrazol-4-yl)amino)-4-(((1H-indol-3-yl)methyl)amino)pyrimidin-5-carboxamide CN1N=CC(=C1)NC1=NC=C(C(=N1)NCC1=CNC2=CC=CC=C12)C(=O)N